NCC1=NC=CC(=C1)N 2-(aminomethyl)pyridin-4-amine